5-bromo-3-ethylsulfonyl-N-[2-hydroxy-5-(trifluoromethylsulfanyl)phenyl]pyridine BrC=1C=C(CN(C1)C1=C(C=CC(=C1)SC(F)(F)F)O)S(=O)(=O)CC